CC(CCN)CCN 3-methylpentamethylenediamine